FC1=C(C(=O)NC(C(=O)O)CC)C=CC=C1 2-(2-fluorobenzamido)butanoic acid